tert-butyl 2-(4-(2-(4-(3-(4-cyano-3-(trifluoromethyl) phenyl)-5,5-dimethyl-4-oxo-2-thioxoimidazol-1-yl)-2-ethylphenoxy) ethyl) piperazin-1-yl)-2-methylpropionate C(#N)C1=C(C=C(C=C1)N1C(N(C(C1=O)(C)C)C1=CC(=C(OCCN2CCN(CC2)C(C(=O)OC(C)(C)C)(C)C)C=C1)CC)=S)C(F)(F)F